N-(4-chloropyridin-2-yl)-4-hydroxy-1-isobutyl-2-oxo-1,2-dihydroquinoline-3-carboxamide ClC1=CC(=NC=C1)NC(=O)C=1C(N(C2=CC=CC=C2C1O)CC(C)C)=O